C(C)(C)(C)OC(=O)N1[C@@H](C[C@H](C1)OCC1=CC=C(C=C1)O)C(N(C)C)=S.OC1=CC=C(C=C1)CO[C@@H]1C[C@H](NC1)C(N(C)C)=S (2S,4R)-4-[(4-hydroxyphenyl)methoxy]-N,N-dimethylpyrrolidine-2-carbothioamide Tert-butyl-(2S,4R)-2-(dimethylcarbamothioyl)-4-[(4-hydroxyphenyl)methoxy]pyrrolidine-1-carboxylate